BrC1=CSC=C1P(C1=CC=CC=C1)C1=CC=CC=C1 3-bromo-4-(diphenylphosphino)thiophene